NCCCOC1=CC=C2C(=CC(OC2=C1)=O)C 7-(3-aminopropoxy)-4-methylcoumarin